COC(=O)C1NC(C1)=O 4-oxoazetidine-2-carboxylic acid methyl ester